3-(1,2,4-triazol-1-ylmethyl)aniline N1(N=CN=C1)CC=1C=C(N)C=CC1